CC1=CC=C(C(=O)C=2CNC=NC2)C=C1 5-(4-methylbenzoyl)-3,4-dihydropyrimidine